COC1=CC=C2C(=N1)OC(=N2)C2=CC=C(C=C2)NC(=O)C2COCC2 N-[4-(5-Methoxyoxazolo[5,4-b]pyridin-2-yl)phenyl]tetrahydrofuran-3-carboxamid